OC1=C(C=NC=C1C(=O)O)[N+](=O)[O-] 4-hydroxy-5-nitronicotinic acid